(R)-3-(cyclopropylamino)piperidine-1-carboxylic acid tert-butyl ester C(C)(C)(C)OC(=O)N1C[C@@H](CCC1)NC1CC1